N,N,N-Tris(3-dimethylaminopropyl)amin CN(CCCN(CCCN(C)C)CCCN(C)C)C